C(C1=CC=CC=C1)OC=1C(=C2CC(CC2=CC1)CO[Si](C)(C)C(C)(C)C)F (5-benzyloxy-4-fluoro-indan-2-yl)methoxy-tert-butyl-dimethyl-silane